NC1CCC12CC(C2)N 3,6-diaminospiro[3.3]heptane